2-[[(1R)-1-(3,6-dimethyl-4-oxo-2-phenyl-benzopyran-8-yl)ethyl]amino]benzoic acid CC1=C(OC2=C(C1=O)C=C(C=C2[C@@H](C)NC2=C(C(=O)O)C=CC=C2)C)C2=CC=CC=C2